S(=O)(=O)(C1=CC=CC=2C(N(C)C)=CC=CC12)C(C(O)=O)CCC[C@@H]1SC[C@@H]2NC(=O)N[C@H]12 Dansyl-biotin